S1C(SCCC1)C1=C(C=CC(=C1)OC)OC(C=CC1=CC=CC=C1)=O.OC1=CC=C(C=C1)C(C(C)C)C1=CC=C(C=C1)O 1,1-bis(4-hydroxyphenyl)isobutane 2-(1,3-dithian-2-yl)-4-methoxyphenyl-cinnamate